CC1(OB(OC1(C)C)OC(C)C)C 4,4,5,5-tetramethyl-2-(propan-2-yloxy)-1,3,2-dioxaborolane